FC=1C(=C(C=CC1C(=O)N(C)OC)C1=CC=CC=C1)C(F)(F)F fluoro-N-methoxy-N-methyl-2-(trifluoromethyl)-[1,1'-biphenyl]-4-carboxamide